C(#N)C1=C(SC(=C1C)C)NC(CSC1(CC1)C(=O)O)=O 1-((2-((3-cyano-4,5-dimethylthiophen-2-yl)amino)-2-oxoethyl)thio)cyclopropanecarboxylic acid